(R)-1-(1-(phenylsulfonyl)-1H-pyrrolo[2,3-b]pyridin-6-yl)ethan-1-amine dihydrochloride Cl.Cl.C1(=CC=CC=C1)S(=O)(=O)N1C=CC=2C1=NC(=CC2)[C@@H](C)N